Pyrazolo[1,5-a]Pyrimidine-6-carboxylic acid N1=CC=C2N1C=C(C=N2)C(=O)O